4-Acetyl-benzoic acid [3-(3-ethyl-4-oxo-spiro[6,8-dihydro-5H-pyrazolo[4,3-c]azepin-7,4'-tetrahydropyran]-1-yl)-2,2-dimethyl-propyl] ester C(C)C1=NN(C2=C1C(NCC1(CCOCC1)C2)=O)CC(COC(C2=CC=C(C=C2)C(C)=O)=O)(C)C